IC1=C(C)C=C(C=C1I)I 2,3,5-triiodotoluene